(2R,3S,4S,5R)-3-(3,4-difluoro-2-(methoxy-d3)phenyl)-N-(6-((R)-1,2-dihydroxyethyl)pyridin-3-yl)-4,5-dimethyl-5-(trifluoromethyl)tetrahydrofuran-2-carboxamide FC=1C(=C(C=CC1F)[C@H]1[C@@H](O[C@]([C@H]1C)(C(F)(F)F)C)C(=O)NC=1C=NC(=CC1)[C@H](CO)O)OC([2H])([2H])[2H]